C(C)(=O)NCCC1=CC=C(C=C1)C1=CC(=C(C=C1)[C@H](C(F)(F)F)OC1=CC(=NC(=N1)N)N1CCC2(C[C@H](NC2)C(=O)O)CC1)N1N=C(C=C1)C (S)-8-(6-((R)-1-(4'-(2-acetamidoethyl)-3-(3-methyl-1H-pyrazol-1-yl)-[1,1'-biphenyl]-4-yl)-2,2,2-trifluoroethoxy)-2-aminopyrimidin-4-yl)-2,8-diazaspiro[4.5]decane-3-carboxylic acid